tert-Butyl-(2,4-dimethyl-3-cyclohexen-1-yl)keton C(C)(C)(C)C(=O)C1C(C=C(CC1)C)C